p-propyl-phenyl-o-fluorobenzeneboronic acid C(CC)C1=C(C(=C(C=C1)B(O)O)F)C1=CC=CC=C1